(3S,6S,9aS)-6-{5-[(diethoxyphosphoryl)difluoromethyl]-1-benzothiophene-2-amido}-5-oxo-octahydro-1H-pyrrolo[1,2-a]azepine-3-carboxylic acid C(C)OP(=O)(OCC)C(C=1C=CC2=C(C=C(S2)C(=O)N[C@H]2CCC[C@@H]3N(C2=O)[C@@H](CC3)C(=O)O)C1)(F)F